Ethylchlorogermanium C(C)[Ge]Cl